CC(C(SCCO)=O)(C)C S-2-hydroxyethyl 2,2-dimethylpropanethioate